4-(3-chlorophenyl)-1,3,2-dioxaphosphinane 2-oxide ClC=1C=C(C=CC1)C1OP(OCC1)=O